COC(CCCCC(=O)[O-])=O monomethyladipate